[Ca].O=C(NCCC(NCCS)=O)[C@H](O)C(C)(C)CO.[Ca] calcium pantetheine calcium